ethyl 2-((diisopropyloxyphosphoryl) thio)-2-phenylacetate C(C)(C)OP(=O)(OC(C)C)SC(C(=O)OCC)C1=CC=CC=C1